3,4,8-trimethylimidazo[4,5-f]quinoxaline CN1C=NC2=C3N=C(C=NC3=CC(=C21)C)C